(5S)-1'-(3-fluoro-6-methyl-7-phenyl-pyrazolo[1,5-a]pyrazin-4-yl)spiro[5,7-dihydrocyclopenta[b]pyridine-6,4'-piperidine]-5-amine hydrochloride Cl.FC=1C=NN2C1C(=NC(=C2C2=CC=CC=C2)C)N2CCC1(CC2)[C@@H](C=2C(=NC=CC2)C1)N